(R)-(6-amino-5-(3-hydroxy-2,6-dimethylphenyl)-2,3-dimethyl-5H-pyrrolo[2,3-b]pyrazin-7-yl)(1H-indol-2-yl)methanone NC1=C(C=2C(=NC(=C(N2)C)C)N1C1=C(C(=CC=C1C)O)C)C(=O)C=1NC2=CC=CC=C2C1